CC1=C(C(=CC(=C1C)OC(C)C)CC)O 2,3-Dimethyl-6-ethyl-4-isopropoxy-phenol